1-(3,4-dimethoxyphenyl)-3-[3-(1H-imidazol-1-yl)propyl]thiourea COC=1C=C(C=CC1OC)NC(=S)NCCCN1C=NC=C1